(S)-N-(2-((1-((3-(dimethylamino)propyl)amino)-1-oxo-3-phenylpropan-2-yl)carbamoyl)-phenyl)-2-naphthamide CN(CCCNC([C@H](CC1=CC=CC=C1)NC(=O)C1=C(C=CC=C1)NC(=O)C1=CC2=CC=CC=C2C=C1)=O)C